NC=1C=C(C=CC1)CS(=O)(=O)N1C(C[C@@H](CC1)NC=1C=C(C=CC1F)C1=C(C(=C(S1)C(=O)O)OCC(=O)O)Cl)(C)C 5-[3-[[(4R)-1-[(3-aminophenyl)methylsulfonyl]-2,2-dimethyl-4-piperidyl]amino]-4-fluoro-phenyl]-3-(carboxymethoxy)-4-chloro-thiophene-2-carboxylic acid